(R)-3-methoxy-N-(6-(5-(methoxymethyl)-6,7-dihydro-5H-pyrrolo[2,1-c][1,2,4]triazol-3-yl)pyridin-2-yl)-1-(pyrazin-2-yl)-1H-pyrazole-4-carboxamide COC1=NN(C=C1C(=O)NC1=NC(=CC=C1)C=1N2C(=NN1)CC[C@@H]2COC)C2=NC=CN=C2